C(C=C)C1=C(C=CC=C1)C1=C(C(=NC=C1)N1CC(CC1)(F)F)N 4-(2-allylphenyl)-2-(3,3-difluoropyrrolidin-1-yl)pyridin-3-amine